ClC1=CC=C(C(=N1)C=1N=NN(N1)C1CCN(CC1)C)NC(C)C=1C=C(C=C2C(N(C=3N(C12)C=NC3C(=O)N(C([2H])([2H])[2H])C([2H])([2H])[2H])C([2H])([2H])[2H])=O)C 9-(1-((6-chloro-2-(2-(1-methylpiperidin-4-yl)-2H-tetrazol-5-yl)pyridin-3-yl)amino)ethyl)-7-methyl-N,N,4-tris(methyl-d3)-5-oxo-4,5-dihydroimidazo[1,5-a]quinazoline-3-carboxamide